Methyl 2-(4,6,8,8,9-pentamethyl-2-oxo-8,9-dihydro-2H-pyrano[3,2-g]quinolin-3-yl)acetate CC1=C(C(OC2=C1C=C1C(=CC(N(C1=C2)C)(C)C)C)=O)CC(=O)OC